4-amino-3,3-dimethyl-Butyltrimethoxysilane NCC(CC[Si](OC)(OC)OC)(C)C